ClC1=C(C=CC=C1)[C@@H](C)OC(=O)NC1=C(N=NN1CC)C1=CC=C(C(=N1)C)NC(=O)C1C(CCCC1)C(=O)O 2-((6-(5-((((R)-1-(2-chlorophenyl)ethoxy)carbonyl)amino)-1-ethyl-1H-1,2,3-triazol-4-yl)-2-methylpyridin-3-yl)carbamoyl)cyclohexane-1-carboxylic acid